4-hydroxy-N-(4-(4-methylthiazol-5-yl)-2-(piperidin-4-ylmethoxy)benzyl)pyrrolidine-2-carboxamide OC1CC(NC1)C(=O)NCC1=C(C=C(C=C1)C1=C(N=CS1)C)OCC1CCNCC1